4-(3-(3-cyanophenyl)-6-formyl-1H-indol-1-yl)piperidine-1-carboxylic acid tert-butyl ester C(C)(C)(C)OC(=O)N1CCC(CC1)N1C=C(C2=CC=C(C=C12)C=O)C1=CC(=CC=C1)C#N